COC=1C=C2C(=NC1)N(C=C2)C[C@@H](C)N(C)C (R)-1-(5-methoxy-1H-pyrrolo[2,3-b]pyridin-1-yl)-N,N-dimethylpropan-2-amine